The molecule is an isoquinoline alkaloid consisting of beta-D-glucose having a (2S,3R,4S)-3-ethenyl-4-{[(1R)-6,7-dihydroxy-1,2,3,4-tetrahydroisoquinolinium-1-yl]methyl}-5-(methoxycarbonyl)-3,4-dihydro-2H-pyran-2-yl group attached at the anomeric centre. It is an isoquinoline alkaloid, a beta-D-glucoside and a methyl ester. It is a conjugate base of a deacetylipecoside(1+). COC(=O)C1=CO[C@H]([C@@H]([C@@H]1C[C@@H]2C3=CC(=C(C=C3CCN2)O)O)C=C)O[C@H]4[C@@H]([C@H]([C@@H]([C@H](O4)CO)O)O)O